2-amino-imidazole NC=1NC=CN1